C1=NC=C(C2=CC=CC=C12)N1[C@H]([C@H](CC1)NS(=O)(=O)C)CO[C@@H]1CC[C@@H](CC1)C1=CC=CC=C1 N-((CIS)-1-(isoquinolin-4-yl)-2-((((CIS)-4-phenylcyclohexyl)oxy)methyl)pyrrolidin-3-yl)methanesulfonamide